F[C@@H]1C[C@H]2CC(CN2[C@@H]1C)=C (2r,3r,7ar)-2-fluoro-3-methyl-6-methylenetetrahydro-1H-pyrrolizin